2-dimethylamino-2-ethyl-1,3-propanediol CN(C(CO)(CO)CC)C